tert-butyl 3-(1-(3-bromo-2-cyanophenyl)-3,3-dimethyl-2-oxoindolin-6-yl)-3,8-diazabicyclo[3.2.1]octane-8-carboxylate BrC=1C(=C(C=CC1)N1C(C(C2=CC=C(C=C12)N1CC2CCC(C1)N2C(=O)OC(C)(C)C)(C)C)=O)C#N